C(C)(=O)C1=C(C2=C(N=C(N=C2)NC2=CC=C(C=N2)N2CCN(CC2)CC2=CC=C(N=N2)N2C(NC(CC2)=O)=O)N(C1=O)C1CCCC1)C 1-(6-((4-(6-((6-acetyl-8-cyclopentyl-5-methyl-7-oxo-7,8-dihydropyrido[2,3-d]pyrimidin-2-yl)amino)pyridin-3-yl)piperazin-1-yl)methyl)pyridazin-3-yl)dihydropyrimidine-2,4(1H,3H)-dione